N-(4-bromo-2-fluoro-6-(isopropylamino)phenyl)-2-hydroxy-2-methylpropanamide BrC1=CC(=C(C(=C1)NC(C)C)NC(C(C)(C)O)=O)F